2-(perfluorobutyl)acetic acid FC(C(C(C(F)(F)F)(F)F)(F)F)(CC(=O)O)F